(1-methylpiperidin-3-yl)-di(thiophene-2-yl)methoxide CN1CC(CCC1)C([O-])(C=1SC=CC1)C=1SC=CC1